tert-butyl 2-(4-(4-((5-chloro-4-(4'-fluoro-[1,1'-biphenyl]-3-yl)pyrimidin-2-yl)amino)piperidine-1-carbonyl)piperidin-1-yl)acetate ClC=1C(=NC(=NC1)NC1CCN(CC1)C(=O)C1CCN(CC1)CC(=O)OC(C)(C)C)C=1C=C(C=CC1)C1=CC=C(C=C1)F